3,3-diisopropyloxypropyl phosphonite P(OCCC(OC(C)C)OC(C)C)[O-]